acryloyloxyheptyldithiophosphate C(C=C)(=O)OCCCCCCCSP(=S)([O-])[O-]